4-(((2-(ethyl-(methyl)amino)ethyl)carbamoyl)oxy)dodecanoic acid C(C)N(CCNC(=O)OC(CCC(=O)O)CCCCCCCC)C